C(C)N(C1CS(CC1)(=O)=O)C(CC[C@@H](C)[C@H]1CC[C@H]2[C@@H]3[C@H](C[C@@H]4C[C@H](C(C[C@]4(C)[C@H]3CC[C@]12C)(F)F)O)O)=O N-(Ethyl)-N-(2,2-difluoro-3β,7β-dihydroxy-5β-cholan-24-oyl)-3-aminotetrahydrothiophen-Dioxid